C(C)(=O)N1CCC2=CC(=CC(=C12)NS(=O)(=O)C1=CC=C(C=C1)C)C N-(1-acetyl-5-methylindolin-7-yl)-4-methylbenzenesulfonamide